BrC=1C=C(C=2N(C1)C=C(N2)C(=O)NC2CN(C2)C(=O)OC(C)(C)C)F tert-Butyl 3-[(6-bromo-8-fluoro-imidazo[1,2-a]pyridine-2-carbonyl)amino]azetidine-1-carboxylate